C(C)(C)(C)OC(NC1=C(C=CC=C1C)F)=O (2-fluoro-6-methylphenyl)carbamic acid tert-butyl ester